5-(1-methyl-1H-imidazol-4-yl)pyrimido[4,5-c]quinolin-3-amine CN1C=NC(=C1)C1=NC=2C=CC=CC2C2=C1N=C(N=C2)N